[Si](C1=CC=CC=C1)(C1=CC=CC=C1)(C(C)(C)C)OCCC1=NC=C2N1C(=CC(=C2)S(=O)(=O)N2CC(CC2)(F)F)N2C1CN(CC2CC1)C(=O)C1=C(C=C(C=C1)F)Cl [8-[3-[2-[tert-butyl(diphenyl)silyl]oxyethyl]-7-(3,3-difluoropyrrolidin-1-yl)sulfonyl-imidazo[1,5-a]pyridin-5-yl]-3,8-diazabicyclo[3.2.1]octan-3-yl]-(2-chloro-4-fluoro-phenyl)methanone